BrC=1C=CC2=C(S(C3=C2C=CC=C3Br)(=O)=O)C1 3,6-dibromodibenzo[B,d]thiophene-5,5-dioxide